methyl 4-phenoxypentanoate O(C1=CC=CC=C1)C(CCC(=O)OC)C